BrC(C)C1=CC(=C(N=N1)C#N)OCC 6-(1-bromoethyl)-4-ethoxypyridazine-3-carbonitrile